ClC1=CC2=C(NC(=N2)CNC=2C=3N(N=C(C2)N2CC(N(CC2)C)(C)C)C(=CN3)C=3C=NN(C3)C(F)F)C=C1Cl N-((5,6-dichloro-1H-benzo[d]imidazol-2-yl)methyl)-3-(1-(difluoromethyl)-1H-pyrazol-4-yl)-6-(3,3,4-trimethylpiperazin-1-yl)imidazo[1,2-b]pyridazin-8-amine